2,7-dimethylheptane CC(C)CCCCCC